silver decanate C(CCCCCCCCC)(=O)[O-].[Ag+]